O=C1N(C(C2=CC=CC=C12)=O)OC(C(=O)OC(C)(C)C)(C)C Tert-butyl 2-((1,3-dioxoisoindol-2-yl) oxy)-2-methylpropionate